(3R)-1-[5-chloro-2-(4-methylpiperazin-1-yl)pyrimidin-4-yl]-N-(2-{imidazo[1,2-a]pyridin-3-yl}propan-2-yl)pyrrolidine-3-carboxamide ClC=1C(=NC(=NC1)N1CCN(CC1)C)N1C[C@@H](CC1)C(=O)NC(C)(C)C1=CN=C2N1C=CC=C2